N=1OC(=C2[N+]1CCC2)[O-] 5,6-dihydro-4H-pyrrolo[1,2-c][1,2,3]oxadiazol-7-ium-3-olate